(S)-1-(1-(methoxymethyl)cyclopropyl)-3-(1-(7-(8-methylnaphthalen-1-yl)-2-((1-methylpyrrolidin-2-yl)methoxy)-5,6,7,8-tetrahydropyrido[3,4-d]pyrimidin-4-yl)piperidin-4-yl)thiourea COCC1(CC1)NC(=S)NC1CCN(CC1)C=1C2=C(N=C(N1)OC[C@H]1N(CCC1)C)CN(CC2)C2=CC=CC1=CC=CC(=C21)C